tertbutyl-6-fluoro-2-oxo-3-(2-(3-(sulfamoylmethyl)phenoxy)ethyl)-3,4-dihydroquinazoline C(C)(C)(C)C1N(C(NC2=CC=C(C=C12)F)=O)CCOC1=CC(=CC=C1)CS(N)(=O)=O